C(CCCCCCCCCCCCCCCCCCCCCCCCCCCCC)NC(O)=O triacontyl-carbamic acid